4-benzyloxy-2-(4-tert-butyl-5-chloro-2-methyl-phenyl)-5-chloro-1,6-naphthyridine C(C1=CC=CC=C1)OC1=CC(=NC2=CC=NC(=C12)Cl)C1=C(C=C(C(=C1)Cl)C(C)(C)C)C